[NH4+].B([O-])([O-])[O-].C1(CCCCC1)NC1CCCCC1.[NH4+].[NH4+] dicyclohexylamine borate ammonium salt